BrC1COC2C(O1)=CC=1C3(C=CC1C2)CCC(CC3)=O bromo-2',3',4',5'-tetrahydrospiro[cyclohexane-1,8'-indeno[5,6-b][1,4]dioxine]-4-one